N,N-bis[2-[bis(carboxymethyl)amino]ethyl]L-glutamic acid C(=O)(O)CN(CCN([C@@H](CCC(=O)O)C(=O)O)CCN(CC(=O)O)CC(=O)O)CC(=O)O